6-tert-butyl-7-methyl-5H,6H,7H-pyrrolo[3,4-b]pyridine C(C)(C)(C)N1C(C2=NC=CC=C2C1)C